methyl (6-methylpyridin-3-yl)carbamate CC1=CC=C(C=N1)NC(OC)=O